NC=1C2=C(N=CN1)N(C(=C2C(=O)NC2=CC=C(C=C2)COC)C#CC2(CC2)O)C2(CC2)C 4-amino-6-((1-hydroxycyclopropyl)ethynyl)-N-(4-(methoxymethyl)phenyl)-7-(1-methylcyclopropyl)-7H-pyrrolo[2,3-d]pyrimidine-5-carboxamide